BrC=1C=C2CC([C@H](C2=CC1)NC(O[C@@H]1CN2CCC1CC2)=O)(C)C (S)-quinuclidin-3-yl ((R)-5-bromo-2,2-dimethyl-2,3-dihydro-1H-inden-1-yl)carbamate